CCCCCCCC/C=C\CCCCCCCC(=O)OCC1CO1 glycidol oleate